FC1(CC1)C1=CC(=C(C(=C1)C)N1N=C2N=C(NC(C2=C1)=O)OCCOC)C 2-[4-(1-fluorocyclopropyl)-2,6-dimethylphenyl]-6-(2-methoxyethoxy)-2,5-dihydro-4H-pyrazolo[3,4-d]pyrimidin-4-one